C(C)N(CC)CCCCCCC1(C2=CC=CC=C2C=2C=CC=CC12)CCCCCCN(CC)CC 9,9-bis(6-(N,N-diethylamino)hexyl)fluorene